C1=CC=C2C=CC=C3N(C=4C=CC=CC4C1=C23)C2=C(C=CC=C2)C(C)(C)O 2-[2-(7-azabenzo[de]anthracen-7-yl)phenyl]propan-2-ol